3-fluoro-2-(4-{2-methyl-6-oxo-7-[(S)-1-(2-trifluoromethyl-phenyl)-ethyl]-2,4,6,7-tetrahydro-pyrazolo[3,4-d]pyrimidin-5-yl}-piperidin-1-yl)-benzonitrile FC=1C(=C(C#N)C=CC1)N1CCC(CC1)N1C(N(C=2C(C1)=CN(N2)C)[C@@H](C)C2=C(C=CC=C2)C(F)(F)F)=O